N-((1r,4r)-4-((5-(cinnolin-6-yl)-7H-pyrrolo[2,3-d]pyrimidin-2-yl)amino)-1-methylcyclohexyl)acetamide N1=NC=CC2=CC(=CC=C12)C1=CNC=2N=C(N=CC21)NC2CCC(CC2)(C)NC(C)=O